C(C)S(=O)(=O)C=1N=C2C3=C(CC[C@@H]4CCCCCN24)N=C(C(=C3N1)F)C1=CC(=CC3=CC=C(C(=C13)C#C)F)OCOC (S)-12-(Ethylsulfonyl)-2-(8-ethynyl-7-fluoro-3-(methoxymethoxy)naphthalen-1-yl)-1-fluoro-4,5,5a,6,7,8,9,10-octahydro-3,10a,11,13-tetraazanaphtho[1,8-ab]heptalene